((S)-6,8-dichloro-1-methyl-3,4-dihydroisoquinolin-2(1H)-yl)(3,4-dihydro-2H-benzo[b][1,4]oxazin-2-yl)methanone ClC=1C=C2CCN([C@H](C2=C(C1)Cl)C)C(=O)C1CNC2=C(O1)C=CC=C2